2-((3-chloro-4-fluorophenyl)((1r,3r)-3-fluorocyclobutoxy)methyl)-5-methyl-4-(methylsulfonyl)-1H-imidazole ClC=1C=C(C=CC1F)C(C=1NC(=C(N1)S(=O)(=O)C)C)OC1CC(C1)F